C(C)(C)(C)OC(=O)N[C@H]1[C@H](CCC1)C(=O)O (1S,2R)-2-((tert-Butoxycarbonyl)amino)cyclopentane-1-carboxylic acid